methyl butyl phosphate potassium [K+].P(=O)(OC)(OCCCC)[O-]